FC1=C(C(=CC(=C1)OC)F)C1=C(C(N(N1C)C1=NC(=CC(=C1)OC)C1CCOCC1)=O)NC(C1=CC=C(C=C1)OC(F)F)=O N-(5-(2,6-Difluoro-4-methoxyphenyl)-2-(4-methoxy-6-(tetrahydro-2H-pyran-4-yl)pyridin-2-yl)-1-methyl-3-oxo-2,3-dihydro-1H-pyrazol-4-yl)-4-(difluoromethoxy)benzamide